14-methyl-7-oxo-5-{4-[(1-oxooctadecyl) oxy] butyl}-6-oxa-8,11,14-triazapentadec-1-yl octadecanoate C(CCCCCCCCCCCCCCCCC)(=O)OCCCCC(OC(NCCNCCN(C)C)=O)CCCCOC(CCCCCCCCCCCCCCCCC)=O